benzo[d]imidazo[2,1-b]thiazole-7-carboxamide hemiformate C(=O)O.N=1C=CN2C1SC1=C2C=CC(=C1)C(=O)N.N=1C=CN2C1SC1=C2C=CC(=C1)C(=O)N